tert-butyl N-[6-[4-[1-(2,6-dioxo-3-piperidyl)-3-methyl-2-oxo-benzimidazol-5-yl] piperidine-1-carbonyl]tetrahydropyran-3-yl]carbamate O=C1NC(CCC1N1C(N(C2=C1C=CC(=C2)C2CCN(CC2)C(=O)C2CCC(CO2)NC(OC(C)(C)C)=O)C)=O)=O